N-(1'-(2-((1s,3s)-3-cyanocyclobutoxy)-6-methylpyrimidin-4-yl)-1',2'-dihydrospiro[cyclopropane-1,3'-pyrrolo[3,2-c]pyridin]-6'-yl)acetamide C(#N)C1CC(C1)OC1=NC(=CC(=N1)N1CC2(C=3C=NC(=CC31)NC(C)=O)CC2)C